ClC1=CC(=C(C=C1)C1=NC(=NN1)C1=C(C=C(C=C1)Cl)F)F Bis(4-chloro-2-fluorophenyl)-1H-1,2,4-triazol